C(C1=CC=CC=C1)OC(CC1(N(CC1)C(=O)OC(C)(C)C)C(=O)O)=O 2-(2-benzyloxy-2-oxo-ethyl)-1-tert-butoxycarbonyl-azetidine-2-carboxylic acid